ethyl 4H-thieno[3,2-c]thiochromene-2-carboxylate 5,5-dioxide S1C(=CC=2CS(C=3C=CC=CC3C21)(=O)=O)C(=O)OCC